C(C)(C)N1CCN(CC1)CC1=C(C=C(C=C1)NC(N)=O)C(F)(F)F 3-(4-((4-isopropylpiperazin-1-yl)methyl)-3-(trifluoromethyl)phenyl)urea